4-[4-[[2-[2-[tert-butoxycarbonyl(cyclopropylmethyl)amino]-4-pyridyl]oxazole-4-carbonyl]amino]-3-(difluoromethyl)pyrazol-1-yl]benzoic acid C(C)(C)(C)OC(=O)N(C1=NC=CC(=C1)C=1OC=C(N1)C(=O)NC=1C(=NN(C1)C1=CC=C(C(=O)O)C=C1)C(F)F)CC1CC1